1-methyl-5-bromo-3-prop-2-ynyl-6-(trifluoromethyl)pyrimidin-4-one CN1CN(C(C(=C1C(F)(F)F)Br)=O)CC#C